COC1=CC=C(C(C2=CC=C(C=C2)OC)(C2=CC=CC=C2)OC[C@@H]2[C@H]([C@H]([C@@H](O2)N2C(=O)NC(=O)C=C2)O[Si](C)(C)C(C)(C)C)O)C=C1 5'-O-(4,4'-dimethoxytrityl)-2'-O-(t-butyldimethylsilyl)uridine